ClC=1C(=NC(=NC1)NC1=NC(=NC=C1)C)C1=CC=C2CN(C(C2=C1)=O)[C@H](C(=O)N[C@H](CO)C1=CC(=CC=C1)C)C (2S)-2-(6-{5-chloro-2-[(2-methylpyrimidin-4-yl)amino]pyrimidin-4-yl}-1-oxo-2,3-dihydro-1H-isoindol-2-yl)-N-[(1S)-2-hydroxy-1-(3-methylphenyl)ethyl]propanamide